OC1=C(C=CC=C1)CC(C=O)C 2-(2-hydroxy-phenyl)methyl-1-propanone